(2R,3R,4S,5S)-2-(4-Amino-7H-pyrrolo[2,3-d]pyrimidin-7-yl)-5-((((2-methyl-4-phenylthiophen-3-yl)methyl)thio)methyl)tetrahydrofuran-3,4-diol NC=1C2=C(N=CN1)N(C=C2)[C@@H]2O[C@@H]([C@H]([C@H]2O)O)CSCC2=C(SC=C2C2=CC=CC=C2)C